1-(4-hydroxyphenyl)-1H-tetrazol-5-thiol OC1=CC=C(C=C1)N1N=NN=C1S